5-[1-fluoro-3-hydroxy-7-(5-methoxythiophen-2-yl)naphthalen-2-yl]-1λ6,2,5-thiadiazolidine-1,1,3-trione FC1=C(C(=CC2=CC=C(C=C12)C=1SC(=CC1)OC)O)N1CC(NS1(=O)=O)=O